1-((4-ethylphenyl)ethynyl)-2-(vinyloxy)benzene C(C)C1=CC=C(C=C1)C#CC1=C(C=CC=C1)OC=C